C(C)OC(NS(=O)(=O)C1=C(C=C(C=C1)CC(C)C)C1=CC(=C(C=C1)CN1C(=NC=C1)CC)F)=O ((4'-((2-ethyl-1H-imidazol-1-yl)methyl)-3'-fluoro-5-isobutyl-[1,1'-biphenyl]-2-yl)sulfonyl)carbamic acid ethyl ester